2-chloro-1-(4-(2-(2-fluoropyridin-4-yl)-3-isopropyl-1H-indol-5-yl)piperidin-1-yl)ethan-1-one tert-butyl-6-hydroxy-6-methyl-1,4-oxazepane-4-carboxylate C(C)(C)(C)OC(=O)N1CCOCC(C1)(C)O.ClCC(=O)N1CCC(CC1)C=1C=C2C(=C(NC2=CC1)C1=CC(=NC=C1)F)C(C)C